octahydro-2H-chromen-2-one O1C(CCC2CCCCC12)=O